ClC=1C=CC(=NC1)NC=1C(=NC=CC1)[N+](=O)[O-] 5-chloro-N-(2-nitropyridin-3-yl)pyridin-2-amine